(1R,2R,3aS,10aR)-1-[(1E,3ξ)-3-(1-butylcyclopropyl)-3-hydroxy-1-propen-1-yl]-2-hydroxy-2,3,3a,9,10,10a-hexahydro-1H-benzo[b]cyclopenta[f]oxepin-6-carboxylic acid C(CCC)C1(CC1)C(/C=C/[C@H]1[C@@H](C[C@H]2[C@@H]1CCC1=C(O2)C=C(C=C1)C(=O)O)O)O